C(\C=C/C1=CC=CC=C1)(=O)OCC (Z)-Ethyl cinnamate